NC1=CC2=C(CN1C1=CC(=C(C=C1)Cl)Cl)CC1CCC2N1 (±)-3-amino-N-(3,4-dichlorophenyl)-6,7,8,9-tetrahydro-5H-5,8-epiminocyclohepta[c]pyridine